3-n-Butylamino-2-methyl-propan C(CCC)NCC(C)C